4-(2-bromoethoxy)-2-hydroxybenzaldehyde BrCCOC1=CC(=C(C=O)C=C1)O